[U].[Ce] cerium-uranium